3-(5-(4-((3-hydroxyazetidin-1-yl)methyl)pyridin-2-yl)-1-oxoisoindolin-2-yl)piperidine-2,6-dione OC1CN(C1)CC1=CC(=NC=C1)C=1C=C2CN(C(C2=CC1)=O)C1C(NC(CC1)=O)=O